C[C@H]1N(CCN(C1)C1=C2C(=NC=N1)NN=C2)C(=O)OC(C)(C)C tert-Butyl (R)-2-methyl-4-(1H-pyrazolo[3,4-d]pyrimidin-4-yl)piperazine-1-carboxylate